(R)-3-((6-aminopyridin-3-yl)(t-butoxycarbonyl)amino)piperidine-1-carboxylic acid tert-butyl ester C(C)(C)(C)OC(=O)N1C[C@@H](CCC1)N(C(=O)OC(C)(C)C)C=1C=NC(=CC1)N